C(C)(C)N1C(=NC(=C1)C(F)(F)F)C1=CC=C(CN2C=3N(CCC2)N=C(N3)C3=C(C=NN3C(C)C)C)C=C1 4-(4-(1-isopropyl-4-(trifluoromethyl)-1H-imidazol-2-yl)benzyl)-2-(1-isopropyl-4-methyl-1H-pyrazol-5-yl)-4,5,6,7-tetrahydro-[1,2,4]triazolo[1,5-a]pyrimidine